(1R,3S)-[3-({[2-(methylsulfonyl)phenyl]acetyl}amino)-1H-pyrazol-5-yl]cyclopentyl (2S)-butan-2-ylcarbamate C[C@@H](CC)NC(OC1(CCCC1)C1=CC(=NN1)NC(CC1=C(C=CC=C1)S(=O)(=O)C)=O)=O